5-[[1-[2-Oxo-2-[(2S)-2-cyanopyrrolidin-1-yl]ethyl]-4-piperidyl]amino]-N-phenyl-chinolin-8-carboxamid O=C(CN1CCC(CC1)NC1=C2C=CC=NC2=C(C=C1)C(=O)NC1=CC=CC=C1)N1[C@@H](CCC1)C#N